NCCNC=1C=CC(=NC1)C1=NC=CC(=N1)C=O 2-[5-(2-aminoethylamino)-2-pyridyl]pyrimidine-4-carbaldehyde